FC(C1=C(OC[C@H]2CNCC2)C=CC=C1)(F)F |r| (±)-3-((2-(trifluoromethyl)phenoxy)methyl)pyrrolidine